C(C)(C)(C)C=1C=C(CCCP([O-])([O-])=O)C=C(C1O)C(C)(C)C.[Ca+2] calcium (3,5-di-t-butyl-4-hydroxybenzylmonoethylphosphonate)